3-chloro-5-[(2S)-2-methylpiperazin-1-yl]pyridazine ClC=1N=NC=C(C1)N1[C@H](CNCC1)C